N1C(=NC=C1)C(=O)N1CCC2(C(C2)CNC(=O)C2=CC=3C(=CN=CC3)O2)CC1 N-[[6-(1H-imidazole-2-carbonyl)-6-azaspiro[2.5]octan-2-yl]methyl]furo[2,3-c]pyridine-2-carboxamide